C(C(=C)C)(=O)OCCOC(=O)C1=C(C(=O)O)C=CC=C1 2-((2-(methacryloyloxy)ethoxy)carbonyl)benzoic acid